CC1=CC=C(CNC(=O)C=2C=C(C=C(C2)C#CC2=CC=CC=C2)/C=C/C(=O)OC)C=C1 Methyl (E)-3-(3-((4-methylbenzyl)carbamoyl)-5-(phenylethynyl)phenyl)acrylate